FC1=C(C=C(C(=C1)N1C[C@H](N(CC1)C)C)NC(C1=C(C=C(C=C1)F)C(F)(F)F)=O)C=1CCN(CC1)C(=O)OC(C)C |r| propan-2-yl 4-[2-fluoro-5-[[4-fluoro-2-(trifluoromethyl)benzoyl] amino]-4-[rac-(3R)-3,4-dimethylpiperazin-1-yl]phenyl]-3,6-dihydro-2H-pyridine-1-carboxylate